C(#N)CC(=O)NC1=NC=C(C=N1)C1=NC(=NC=C1)NC=1C=NN(C1)C 2-cyano-N-(2-((1-methyl-1H-pyrazol-4-yl)amino)-[4,5'-bipyrimidin]-2'-yl)acetamide